C1(CC1)C(=O)[C@@H]1N(C(OC1)(C)C)C(=O)OC(C)(C)C tert-butyl (4R)-4-cyclopropanecarbonyl-2,2-dimethyl-1,3-oxazolidine-3-carboxylate